indium-antimony-germanium [Ge].[Sb].[In]